N-(3-fluoro-4-((1-isopropyl-2-oxo-2,3-dihydro-1H-imidazo[4,5-b]pyridin-7-yl)oxy)phenyl)-1-phenyl-5-(trifluoromethyl)-1H-pyrazole-4-carboxamide FC=1C=C(C=CC1OC1=C2C(=NC=C1)NC(N2C(C)C)=O)NC(=O)C=2C=NN(C2C(F)(F)F)C2=CC=CC=C2